tert-butyl N-(1-{[(1S)-1-{[1-carbamoyl-2-(2-oxopyrrolidin-3-yl)ethyl]carbamoyl}-2-cyclohexylethyl]carbamoyl}-2,2-dimethylpropyl)carbamate C(N)(=O)C(CC1C(NCC1)=O)NC(=O)[C@H](CC1CCCCC1)NC(=O)C(C(C)(C)C)NC(OC(C)(C)C)=O